(R)-3-((S)-2-(1-(difluoromethyl)-2-oxo-1,2-dihydropyridine-3-carboxamido)-2-(4-phosphonophenyl)acetamido)-2-hydroxy-3,4-dihydro-2H-benzo[e][1,2]oxaborinine-8-carboxylic acid FC(N1C(C(=CC=C1)C(=O)N[C@H](C(=O)N[C@@H]1B(OC2=C(C1)C=CC=C2C(=O)O)O)C2=CC=C(C=C2)P(=O)(O)O)=O)F